4-isoxazol-5-ylaniline O1N=CC=C1C1=CC=C(N)C=C1